ClN1C(C=C(C(=C1)Cl)Cl)Cl 1,2,4,5-tetrachloropyridine